FC1=C(C(=CC2=C1N=CS2)F)NC2=C1C(=NC=C2)SC(=C1)[C@H]1[C@@H](N(CC1)CCO)C 2-((2S,3R)-3-(4-((4,6-difluorobenzo[d]thiazol-5-yl)amino)thieno[2,3-b]pyridin-2-yl)-2-methylpyrrolidin-1-yl)ethan-1-ol